BCCCCCCCCC boradecane